tert-butyl (S)-(4-amino-4-(3-(4-decylphenyl)-1,2,4-oxadiazol-5-yl)butyl)carbamate N[C@@H](CCCNC(OC(C)(C)C)=O)C1=NC(=NO1)C1=CC=C(C=C1)CCCCCCCCCC